C(CCCCCCCCCC)(=O)O.OCC(O)CO Glycerin undecanoate